COC(=O)C=1[C@H](C2=C(NC1C(F)F)COC2=O)C=2C=NC=C(C2[C@H](C)F)F (S)-2-(difluoromethyl)-4-(5-fluoro-4-((S)-1-fluoroethyl)pyridin-3-yl)-5-oxo-1,4,5,7-tetrahydrofurano[3,4-b]pyridine-3-carboxylic acid methyl ester